ethyl 4-methoxy-6-methylpyrazolo[1,5-a]pyrazine-2-carboxylate COC=1C=2N(C=C(N1)C)N=C(C2)C(=O)OCC